N-heptyl-pyrrolidone C(CCCCCC)N1C(CCC1)=O